tert-butyl 4-(5-(6-methoxy-2-methyl-2H-indazole-5-carboxamido)pyrazin-2-yl)piperazine-1-carboxylate COC=1C(=CC2=CN(N=C2C1)C)C(=O)NC=1N=CC(=NC1)N1CCN(CC1)C(=O)OC(C)(C)C